ClC=1C=C(C(=O)C2=CC(=C(C=C2)O)Cl)C=CC1O 3,3'-dichloro-4,4'-dihydroxybenzophenone